1-(phenyloctyl)urea C1(=CC=CC=C1)CCCCCCCCNC(=O)N